CCN(CCCS(=O)(=O)[O-])C1=CC=CC=C1.[Na+] N-ethyl-N-(3-sulfopropyl)aniline sodium salt